cis-cycloundecene C/1=C/CCCCCCCCC1